ClC=1C=C2C(=CC1)NC(C21CCN(CC1)CCOC1=CC(=C(C(=O)N2CCS(CC2)(=O)=O)C=C1)C(F)(F)F)=O 4-[4-(2-{5-chloro-2-oxo-1,2-dihydrospiro[indole-3,4'-piperidin]-1'-yl}ethoxy)-2-(trifluoromethyl)benzoyl]-1λ6-thiomorpholine-1,1-dione